5-chloro-2-(2-furyl)pyrazolo[1,5-a]pyrimidine-3-carboxamide ClC1=NC=2N(C=C1)N=C(C2C(=O)N)C=2OC=CC2